C(C)(C)(C)OC(=O)C=1C=CC2=C(N(C(=N2)CN2CCC(CC2)C2=NC(=CC=C2)OCC=2C=CC3=CN(N=C3C2)CC(F)F)C[C@H]2OCC2)C1 (S)-2-((4-(6-((2-(2,2-difluoroethyl)-2H-indazol-6-yl)methoxy)pyridin-2-yl)piperidine-1-yl)methyl)-1-(oxetan-2-ylmethyl)-1H-benzo[d]imidazole-6-carboxylic acid tert-butyl ester